(1R,4R,7R)-2-{2-[6-(3-aminophenyl)-1-(cyclopropylmethyl)-1H-pyrrolo[2,3-b]pyridin-2-yl]-7-methoxy-1-methyl-1H-1,3-benzodiazole-5-carbonyl}-2-azabicyclo[2.2.1]heptan-7-amine NC=1C=C(C=CC1)C1=CC=C2C(=N1)N(C(=C2)C2=NC1=C(N2C)C(=CC(=C1)C(=O)N1[C@@H]2CC[C@H](C1)[C@H]2N)OC)CC2CC2